N-Octadecyl-N'-propylsulfamide C(CCCCCCCCCCCCCCCCC)NS(=O)(=O)NCCC